1,8-dibromoisoquinolin-6-yl pivalate C(C(C)(C)C)(=O)OC=1C=C2C=CN=C(C2=C(C1)Br)Br